BrC1=C(C=CC(=C1)F)C1N=C(NC(=C1C(=O)OCC)CN(C(C1=CC=C(C=C1)C)=O)C)C=1SC=CN1 ethyl 4-(2-bromo-4-fluorophenyl)-6-((4-methyl-N-methylbenzamido) methyl)-2-(thiazol-2-yl)-1,4-dihydropyrimidine-5-carboxylate